1-(2-((2S)-5-Fluoro-2-((6-methylpyridin-2-yl)carbamoyl)azepan-1-yl)-2-oxoethyl)-5-(naphthalen-2-yl)-1H-indole-3-carboxamide FC1CC[C@H](N(CC1)C(CN1C=C(C2=CC(=CC=C12)C1=CC2=CC=CC=C2C=C1)C(=O)N)=O)C(NC1=NC(=CC=C1)C)=O